F[C@H]1[C@@H]2CC[C@H](C[C@H]1OC=1N=NC(=CN1)C1=C(C=C(C=C1)N1C=NC=C1)O)N2 2-(3-(((1S,2S,3R,5R)-2-fluoro-8-azabicyclo[3.2.1]octan-3-yl)oxy)-1,2,4-triazin-6-yl)-5-(1H-imidazol-1-yl)phenol